C(C)C(C(=O)O)C(=O)O.C(C)C(C(=O)O)C(=O)O.C(CCCO)O butane-1,4-diol bis(ethyl malonate)